N-(3-amino-2-(chloromethyl)propyl)-4-((3-(1-(2,2-difluoroethyl)-3-(trifluoromethyl)-1H-pyrazol-4-yl)imidazo[1,2-a]pyrazin-8-yl)amino)-2-ethylbenzamide NCC(CNC(C1=C(C=C(C=C1)NC=1C=2N(C=CN1)C(=CN2)C=2C(=NN(C2)CC(F)F)C(F)(F)F)CC)=O)CCl